FC=1C(=C(C=CC1OC)S(=O)(=O)NC1=NOC2=C1C(=CC(=C2)CN2N=CC=C2)OC)C 3-fluoro-4-methoxy-N-{4-methoxy-6-[(1H-pyrazol-1-yl)methyl]-1,2-benzoxazol-3-yl}-2-methylbenzene-1-sulfonamide